COC1=C(CNC=2C3=C(N=CN2)N(C=C3C3=CC=C(C=2N3C=CN2)NC(=O)NC2=NOC(=C2)C2(CC2)C(F)(F)F)C2CCNCC2)C=CC(=C1)OC 1-(5-(4-((2,4-dimethoxybenzyl)amino)-7-(piperidin-4-yl)-7H-pyrrolo[2,3-d]pyrimidin-5-yl)imidazo[1,2-a]pyridin-8-yl)-3-(5-(1-(trifluoromethyl)cyclopropyl)isoxazol-3-yl)urea